OC(C(=O)NCCO)C 2-hydroxy-N-(2-hydroxyethyl)propionamide